N=1N=C(N2C1C=CC=C2)N2CC(CC(C2)O[Si](C2=CC=CC=C2)(C2=CC=CC=C2)C(C)(C)C)N 1-([1,2,4]triazolo[4,3-a]pyridin-3-yl)-5-((tert-butyldiphenylsilyl)oxy)piperidin-3-amine